COC1=NC(=NN2C1=C(C=C2)C=2C=C1C(=NC2)N=C(N1CC1COCC1)C)NC1=CN=NC=C1 4-methoxy-5-(2-methyl-1-(tetrahydrofuran-3-ylmethyl)-1H-imidazo[4,5-b]pyridin-6-yl)-N-pyridazin-4-ylpyrrolo[2,1-f][1,2,4]triazin-2-amine